C1(CCC1)NC1=NC(=NC=C1C(=O)N)NC1CCC(CC1)OCC 4-(cyclobutylamino)-2-((1r,4r)-4-ethoxycyclohexylamino)pyrimidine-5-carboxamide